2-Chloropyrrolo[2,1-f][1,2,4]triazine-5-carboxylic acid ethyl ester C(C)OC(=O)C=1C=CN2N=C(N=CC21)Cl